2-(2,6-dioxopiperidin-3-yl)-3-oxoisoindoline-5-carboxylic acid pentafluorophenyl ester FC1=C(C(=C(C(=C1OC(=O)C=1C=C2C(N(CC2=CC1)C1C(NC(CC1)=O)=O)=O)F)F)F)F